BrC1=CC(=CN2C1=NC(=C(C2=O)C=O)Cl)C 9-bromo-2-chloro-7-methyl-4-oxo-4H-pyrido[1,2-a]pyrimidine-3-carbaldehyde